P(=O)(OCCCCCCCCCCOC(C(=C)C)=O)(O)O 10-Methacryloyloxydecyl Dihydrogen Phosphat